COC=1C=C(C=CC1OC)C1=CN=C2N1N=C(C=C2)C2=CC=CC=C2 3-(3,4-dimethoxyphenyl)-6-phenyl-imidazo[1,2-b]pyridazine